NCCCN(CCN)CCCN N,N-bis(3-aminopropyl)-1,2-ethylenediamine